C(=O)(OC(C)(C)C)[N-]C(=O)OC(C)(C)C BOC(t-butoxycarbonyl)amide